N-{[3-nitro-4-(2-oxaspiro[3.5]non-7-ylmethoxy)phenyl]sulfonyl}-2-(1H-pyrrolo[2,3-b]pyridin-5-yloxy)benzamide [N+](=O)([O-])C=1C=C(C=CC1OCC1CCC2(COC2)CC1)S(=O)(=O)NC(C1=C(C=CC=C1)OC=1C=C2C(=NC1)NC=C2)=O